dimethyl-aminoacetophenone CC(C(=O)C1=CC=CC=C1)(N)C